4-amino-1-[(2R,4S,5R)-4-hydroxy-5-(hydroxymethyl)-3-methylideneoxolan-2-yl]pyrimidin-2-one NC1=NC(N(C=C1)[C@@H]1O[C@@H]([C@H](C1=C)O)CO)=O